N-Methyl-7-(1H-pyrazol-1-yl)-N-(2,2,6,6-tetramethylpiperidin-4-yl)-4H-chromeno[3,4-d]thiazol-2-amine CN(C=1SC2=C(N1)COC=1C=C(C=CC12)N1N=CC=C1)C1CC(NC(C1)(C)C)(C)C